COC(=O)C1=CN(C(C=C1NC(C)=O)=O)C1CC(C1)F.S1C2=C(C=C1)C(=CC=C2)N2CCN(CC2)CCCCOC2=CC=C1C=CC(NC1=C2)=O 7-[4-(4-Benzo[b]thiophen-4-yl-piperazin-1-yl)butoxy]-1H-quinolin-2-one methyl-4-acetylamino-1-((1r,3r)-3-fluorocyclobutyl)-6-oxo-1,6-dihydropyridine-3-carboxylate